C(C#C)[N-][C@H]1[C@H](O)[C@@H](O)[C@H](O[C@H]2[C@H](O)[C@@H](O)[C@@H](O)[C@H](O2)CO)[C@H](O1)CO N-Propargyl-β-lactosylamide